FC=1C=C2[C@@H](N3C(C2=CC1)=CN=C3)[C@@H]3COCCC3O (R)-3-((S)-7-fluoro-5H-imidazo[5,1-a]isoindol-5-yl)tetrahydro-2H-pyran-4-ol